(3-ethyl-2,6-dioxo-1-propyl-8-(1-(3-(trifluoromethyl)benzyl)-1H-pyrazol-4-yl)-1,2,3,6-tetrahydro-7H-purin-7-yl)methyl 1-methyl-1H-imidazole-2-carboxylate CN1C(=NC=C1)C(=O)OCN1C(=NC=2N(C(N(C(C12)=O)CCC)=O)CC)C=1C=NN(C1)CC1=CC(=CC=C1)C(F)(F)F